ethyl (R)-1-((4-(N,N-diethylsulfamoyl)phenyl)sulfonyl)-3-methylpiperidine-3-carboxylate C(C)N(S(=O)(=O)C1=CC=C(C=C1)S(=O)(=O)N1C[C@@](CCC1)(C(=O)OCC)C)CC